The molecule is an amino disaccharide consisting of N-acetyl-beta-D-glucosamine having a 4-deoxy-alpha-L-threo-hex-4-enopyranuronosyl residue attached at the 3-position. It has a role as a human metabolite. It is a conjugate acid of a beta-D-4-deoxy-Delta(4)-GlcpA-(1->3)-beta-D-GlcpNAc(1-). CC(=O)N[C@@H]1[C@H]([C@@H]([C@H](O[C@H]1O)CO)O)O[C@H]2[C@@H]([C@H](C=C(O2)C(=O)O)O)O